(2-(N-vinylacetamido)ethyl)acetamide C(=C)N(C(C)=O)CCCC(=O)N